3-Chloro-N-((1,6-dimethyl-1H-benzimidazol-7-yl)methyl)-4-(trifluoromethoxy)benzamid ClC=1C=C(C(=O)NCC2=C(C=CC3=C2N(C=N3)C)C)C=CC1OC(F)(F)F